2-(((1R)-1-(2-(3,3-difluoro-8-azabicyclo[3.2.1]octan-8-yl)-3,7-dimethyl-4-oxo-4H-pyrido[1,2-a]pyrimidin-9-yl)ethyl)amino)benzoic acid FC1(CC2CCC(C1)N2C=2N=C1N(C(C2C)=O)C=C(C=C1[C@@H](C)NC1=C(C(=O)O)C=CC=C1)C)F